4-(5-(4-(2-oxopyrrolidin-1-yl)phenyl)pyridin-3-yl)-N-(2-(thiazol-5-yl)ethyl)-1H-pyrrolo[2,3-b]pyridine-2-carboxamide O=C1N(CCC1)C1=CC=C(C=C1)C=1C=C(C=NC1)C1=C2C(=NC=C1)NC(=C2)C(=O)NCCC2=CN=CS2